1-[4-({2-[3-(2-amino-4-methanesulfonylphenoxy)prop-1-yn-1-yl]-1-(2,2,2-trifluoroethyl)-1H-indol-4-yl}amino)piperidin-1-yl]-3-methoxypropan-2-ol NC1=C(OCC#CC=2N(C3=CC=CC(=C3C2)NC2CCN(CC2)CC(COC)O)CC(F)(F)F)C=CC(=C1)S(=O)(=O)C